Ethyl (2-(4-(4-methoxyphenyl)piperazine-1-carbonyl)naphtho[1,2-b]thiophen-5-yl)phosphonofluoridate COC1=CC=C(C=C1)N1CCN(CC1)C(=O)C1=CC2=C(S1)C1=CC=CC=C1C(=C2)P(OCC)(=O)F